ClC=1C(=NC=C(C1)C(F)(F)F)OCCCOC1=C(C=C(C=C1Cl)OC)Cl 3-chloro-2-(3-(2,6-dichloro-4-methoxyphenoxy)propoxy)-5-(trifluoromethyl)pyridine